ClN1C(N(C(N(C1=O)Cl)=O)Cl)=O 1,3,5-Trichloro-1,3,5-triazinane-2,4,6-trione